FC(C1=NC(=NO1)C=1C=CC(=NC1)CNC1CCC2(C(NC(N2)=O)=O)CC1)(F)F (5s,8s)-8-[({5-[5-(trifluoromethyl)-1,2,4-oxadiazol-3-yl]pyridin-2-yl}methyl)amino]-1,3-diazaspiro[4.5]decane-2,4-dione